COC1=CC=C(CN2CC(CCC2)C2=CC=NC=3N2N=C(C3CNCC3CCOCC3)C)C=C1 1-(7-(1-(4-Methoxybenzyl)piperidin-3-yl)-2-methylpyrazolo[1,5-a]pyrimidin-3-yl)-N-((tetrahydro-2H-pyran-4-yl)methyl)methanamine